(3-hydroxymethyl-pyridin-2-yl)-methyl-carbamic acid 1-chloro-ethyl ester ClC(C)OC(N(C)C1=NC=CC=C1CO)=O